peroxydisulfate ammonium salt [NH4+].S(=O)(=O)([O-])OOS(=O)(=O)[O-].[NH4+]